BrC1=C(C=CC=C1)C1C(=C(OC1)C)C(=O)OCC Ethyl 4-(2-bromophenyl)-2-methyl-4,5-dihydrofuran-3-carboxylate